[Br-].C[NH2+]CC1=CC=CC=C1 Methyl-benzyl-ammonium bromide